N-vinyloxycarbonyl-L-valyl-L-alanyl-amide C(=C)OC(=O)N[C@@H](C(C)C)C(=O)N[C@@H](C)C(=O)[NH-]